FC1=C(C=CC(=C1)F)[C@@H](C)NC([C@@H]1N(CCC1)C(=O)[C@@H]1CN(CCC1)S(=O)(=O)N1CC(C1)S(=O)(=O)C)=O N-((1R)-1-(2,4-difluorophenyl)ethyl)-1-(((3S)-1-((3-(methylsulfonyl)-1-azetidinyl)sulfonyl)-3-piperidinyl)carbonyl)-D-prolinamide